ClC1=CC=C(C=C1)C1C=CN=C(N1[C@H](CO)C)C=1C=NC=NC1 6-(4-Chlorophenyl)-N-[(2S)-1-hydroxypropan-2-yl][2,5'-bipyrimidin]